ethylene bis(3,4-epoxycyclohexylcarboxylate) C1(CC2C(CC1)O2)C(=O)OCCOC(=O)C2CC1C(CC2)O1